ClC1=C(C=CC=2C3=C(SC21)C=C(C=C3)S(=O)(=O)NC(C(=O)O)C(C)C)NC(=O)OC 2-(6-chloro-7-(methoxycarbonylamino)dibenzo[b,d]thiophene-3-sulfonamido)-3-methyl-butanoic acid